BrCCCCCCCCC(=O)OC(CC)CCCCCC nonan-3-yl 9-bromononanoate